ClC1=CC(=C(C=N1)NC(=O)C1(CN(C1)CCCC(C(=O)O)(C)C)C1=C(C=CC=C1)C(C)C)OC 5-(3-((6-chloro-4-methoxypyridin-3-yl)carbamoyl)-3-(2-isopropylphenyl)azetidin-1-yl)-2,2-dimethylpentanoic acid